acenaphthoaldehyde C1(CC2=CC=CC3=CC=CC1=C23)C=O